N-[2-(2-chlorophenyl)ethyl]-6-{4-[(6-methoxypyridin-3-yl)oxy]piperidin-1-yl}-5-methylpyridazine-3-carboxamide ClC1=C(C=CC=C1)CCNC(=O)C=1N=NC(=C(C1)C)N1CCC(CC1)OC=1C=NC(=CC1)OC